6-chloro-2-(3-(1,1-difluoroethyl)-1H-1,2,4-triazol-5-yl)-7-fluoro-5-methoxy-1-methyl-3-(1H-pyrazol-4-yl)-1H-indole ClC1=C(C=C2C(=C(N(C2=C1F)C)C1=NC(=NN1)C(C)(F)F)C=1C=NNC1)OC